FC(OC1=CC=C(C=C1)N1C(C(=NC=2C=NC(=NC12)OCC(F)(F)F)C1=CC2=CN(N=C2C=C1)C)=O)F 8-(4-(difluoromethoxy)phenyl)-6-(2-Methyl-2H-indazol-5-yl)-2-(2,2,2-trifluoroethoxy)pteridine-7(8H)-one